N-(5-(2-chloroacetamido)pyridin-3-yl)-2-(1-methyl-1H-pyrazol-4-yl)-1H-pyrrolo[2,3-b]pyridine-5-carboxamide ClCC(=O)NC=1C=C(C=NC1)NC(=O)C=1C=C2C(=NC1)NC(=C2)C=2C=NN(C2)C